4-((3-fluoro-6-((5-methyl-1H-pyrazol-3-yl)amino)pyridin-2-yl)methyl)-1-(2-(2-(trifluoromethyl)phenyl)propan-2-yl)piperidine-4-carboxylic acid FC=1C(=NC(=CC1)NC1=NNC(=C1)C)CC1(CCN(CC1)C(C)(C)C1=C(C=CC=C1)C(F)(F)F)C(=O)O